C(C)(C)(C)OC(=O)N1CC2=CC=C(C=C2CC1)OC 6-methoxy-3,4-dihydro-1H-isoquinoline-2-carboxylic acid tert-butyl ester